[1,1':4',1''-terphenyl]-4,4''-dibenzonitrile C1(=CC=C(C=C1)C1=CC=CC=C1C#N)C1=CC=C(C=C1)C1=CC=C(C=C1)C1=CC=CC=C1C#N